octadec-9,12-dien-1-yl alcohol C(CCCCCCCC=CCC=CCCCCC)O